C1=CC=CC=2C3=CC=CC=C3C(C12)COC(=O)N[C@@H](CCC(=O)O)C(=O)OC(C)(C)C (S)-4-((((9H-fluorene-9-yl)methoxy)carbonyl)amino)-5-(tert-butoxy)-5-oxopentanoic acid